5-(5-(4-methoxybenzyl)-4-methyl-4,5,6,7-tetrahydro-2H-pyrazolo[4,3-c]pyridin-2-yl)-3-methyl-1,2,4-thiadiazole COC1=CC=C(CN2C(C=3C(CC2)=NN(C3)C3=NC(=NS3)C)C)C=C1